methyl (E)-4-diethoxyphosphorylbut-2-enoate C(C)OP(=O)(OCC)C/C=C/C(=O)OC